4-(3,4-difluorophenyl)-1-(6-(1,3-dimethyl-1H-pyrazol-4-yl)-5-fluoro-2-methylpyrimidin-4-yl)piperidin-4-ol FC=1C=C(C=CC1F)C1(CCN(CC1)C1=NC(=NC(=C1F)C=1C(=NN(C1)C)C)C)O